manganese(II) acetate C(C)(=O)[O-].[Mn+2].C(C)(=O)[O-]